tert-butyl 3-methoxy-5-oxocyclohex-3-ene-1-carboxylate COC=1CC(CC(C1)=O)C(=O)OC(C)(C)C